FC(OC1=C(C=CC(=C1)C(F)(F)F)C1=C(C=C(N=N1)[C@H](O)[C@H]1CN(CCC1)C)C)F (R)-(6-(2-(difluoromethoxy)-4-(trifluoromethyl)phenyl)-5-methylpyridazin-3-yl)((R)-1-methylpiperidin-3-yl)methanol